tert-butyl 6-[2-(trifluoromethyl)pyridin-4-yl]-2,6-diazaspiro[3.5]nonane-2-carboxylate FC(C1=NC=CC(=C1)N1CC2(CN(C2)C(=O)OC(C)(C)C)CCC1)(F)F